C(C)(C)(C)OC(CC=1C(=C(C=C(C1)F)C(C(=O)[O-])(C)C)OC)=O 2-[3-(2-tert-butoxy-2-oxo-ethyl)-5-fluoro-2-methoxy-phenyl]-2-methyl-propanoate